4-iodobenzoic acid IC1=CC=C(C(=O)O)C=C1